BrC=1SC=C(N1)C(C(=O)OC)OC(C)C Methyl 2-(2-bromothiazol-4-yl)-2-isopropoxyacetate